pyrenyl-sulfonate C1(=CC=C2C=CC3=CC=CC4=CC=C1C2=C34)S(=O)(=O)[O-]